C(C1=CC=CC=C1)N(C1CCC(CC1)(N(C)C)C)CC1=CC=CC=C1 N4,N4-dibenzyl-N1,N1,1-trimethylcyclohexane-1,4-diamine